O1C(CCCC1)N1N=CC=C1B1OC(C(O1)(C)C)(C)C 1-(tetrahydro-2H-pyran-2-yl)-5-(4,4,5,5-tetramethyl-1,3,2-dioxa-borolan-2-yl)-1H-pyrazole